N-(4-hydroxy-3-(methylcarbamoyl)phenyl)-4-(1H-pyrrolo[2,3-b]pyridin-5-yl)benzo[b]thiophene-2-carboxamide OC1=C(C=C(C=C1)NC(=O)C1=CC2=C(S1)C=CC=C2C=2C=C1C(=NC2)NC=C1)C(NC)=O